ethyl 2,6-dimethylpiperidine-4-carboxylate CC1NC(CC(C1)C(=O)OCC)C